FC=1C=2N(C=C(C1)NC(=O)C=1C=NC(=NC1)N1CCNCC1)C=C(N2)C N-(8-fluoro-2-methylimidazo[1,2-a]pyridin-6-yl)-2-(piperazin-1-yl)pyrimidine-5-carboxamide